NCCNCCN Diethylentriamin